O(C1=CC=CC=C1)C=1C=C(C=CC1)CC(=O)NC1=C(C=CC2=CC=CC=C12)C(=O)O [2-(3-phenoxyphenyl)acetylamino]-2-naphthoic acid